C(C)C(CCC1=CC=CC=C1)(O)C 1-ethyl-1-methyl-3-phenylpropanol